3-amino-1-adamantanol NC12CC3(CC(CC(C1)C3)C2)O